N1=CN=C2NC=NC2=C1C=1C(=NC=CC1)NC=1C(=NC=C(C(=O)NC2=CC(=CC=C2)C2(CC2)C#N)C1)C 5-((3-(9H-purin-6-yl)pyridin-2-yl)amino)-N-(3-(1-cyanocyclopropyl)phenyl)-6-methylnicotinamide